2,6-di(tert-butyl)-4-hydroxy-4-methyl-2,5-cyclohexadiene-1-one C(C)(C)(C)C=1C(C(=CC(C1)(C)O)C(C)(C)C)=O